(E)-2-(3-hydroxy-4-(6-(methyl(2,2,6,6-tetramethylpiperidin-4-yl)amino)pyridazin-3-yl)phenyl)-N-methylethene-1-sulfonamide OC=1C=C(C=CC1C=1N=NC(=CC1)N(C1CC(NC(C1)(C)C)(C)C)C)/C=C/S(=O)(=O)NC